1-[6-[1-(tert-Butoxycarbonyl)-2,5-dihydropyrrol-3-yl]-5-fluoropyridin-3-yl]-1,2,3-triazole-4-carboxylic acid ethyl ester C(C)OC(=O)C=1N=NN(C1)C=1C=NC(=C(C1)F)C=1CN(CC1)C(=O)OC(C)(C)C